C(C)(C)[C@H]1C[C@H](C=2N1N=CC2)NCC[C@]2(CCOC1(CCCC1)C2)C2=NC=CC=C2 (4R,6R)-6-isopropyl-N-(2-((R)-9-(pyridin-2-yl)-6-oxaspiro[4.5]decan-9-yl)ethyl)-5,6-dihydro-4H-pyrrolo[1,2-b]pyrazol-4-amine